N1=CC=C(C=C1)CC(N)[C@@H](C1=NC=NO1)C12CC3CC(CC(C1)C3)C2 5-((1S)-2-(pyridin-4-yl)-1-aminoethyl-3-adamantylmethyl)-1,2,4-oxadiazole